(5-(dimethylamino)-2-nitrophenyl)(phenyl)methanone CN(C=1C=CC(=C(C1)C(=O)C1=CC=CC=C1)[N+](=O)[O-])C